L-lysyl-L-phenylalanyl-L-serine N[C@@H](CCCCN)C(=O)N[C@@H](CC1=CC=CC=C1)C(=O)N[C@@H](CO)C(=O)O